methyl 1-(5-(bis(4-methoxyphenyl) (phenyl) methoxy) pentyl)-2-(4-(((2-cyanoethoxy) (diisopropylamino) phosphanyl) oxy) butyl)-1H-benzo[d]imidazole-5-carboxylate COC1=CC=C(C=C1)C(OCCCCCN1C(=NC2=C1C=CC(=C2)C(=O)OC)CCCCOP(N(C(C)C)C(C)C)OCCC#N)(C2=CC=CC=C2)C2=CC=C(C=C2)OC